N-methyl-D-O-methyltyrosine CN[C@H](CC1=CC=C(C=C1)OC)C(=O)O